OC1=C(C=C(C=C1)CC(=O)C)OC 1-(4-hydroxy-3-methoxyphenyl)acetone